octadecyl-amine isooctyl-phosphate salt C(CCCCC(C)C)OP(=O)(O)O.C(CCCCCCCCCCCCCCCCC)N